IC1=CC=C(C=C1)N1CCN(CC1)CCC1OC(C2(C1)CCN(CC2)S(=O)(=O)C)=O 3-(2-(4-(4-iodophenyl)piperazin-1-yl)ethyl)-8-(methylsulfonyl)-2-oxa-8-azaspiro[4.5]decan-1-one